C(CCC)(C1=C(C(=CC(=C1)C(C)(C)C)C(C)(C)C)O)C1=C(C(=CC(=C1)C(C)(C)C)C(C)(C)C)O butylidenebis(4,6-di-tert-butylphenol)